4-(2-((1-(2-cyano-2-methylpropyl)-1H-pyrazol-4-yl)amino)-5-methylpyrimidin-4-yl)-N-(2,2,2-trifluoroethyl)benzamide C(#N)C(CN1N=CC(=C1)NC1=NC=C(C(=N1)C1=CC=C(C(=O)NCC(F)(F)F)C=C1)C)(C)C